4-(4-((3,4-dichloro-2-hydroxy-5-oxo-2,5-dihydro-1H-pyrrol-1-yl)methyl)-2-fluorophenyl)piperazin-2-one ClC=1C(N(C(C1Cl)=O)CC1=CC(=C(C=C1)N1CC(NCC1)=O)F)O